C(CCCCCCCCCCCCCCC)(=O)O.C(CCCCCCCCCCCCCCCCC)(=O)O stearic acid, palmitic acid salt